C1(=CC=CC=C1)N(C1=CC=C(C=C1)C1=CC=C(N)C=C1)C1=CC=CC=C1 N,N-bis(phenyl)-benzidin